(2-cyclopropylpyrazolo[1,5-a]pyridin-4-yl)methanol C1(CC1)C1=NN2C(C(=CC=C2)CO)=C1